(diphenylphenanthrolinediyl)bis(phenol) C1(=CC=CC=C1)C1=C2C(=C(C(=NC2=C2N=CC=CC2=C1)C1=C(C=CC=C1)O)C1=C(C=CC=C1)O)C1=CC=CC=C1